BrCCCCCCCC(OCC\C=C/CCCC)OCC\C=C/CCCC (Z)-1-((8-bromo-1-(((Z)-oct-3-en-1-yl)oxy)octyl)oxy)oct-3-ene